8-benzyloxy-5-((R)-2-bromo-1-hydroxyethyl)-1H-quinolinone C1=CC=C(C=C1)COC2=C3C(=C(C=C2)[C@H](CBr)O)C=CC(=O)N3